5-amino-1,3-dioxoisoindolin NC=1C=C2C(NC(C2=CC1)=O)=O